NCCCNC(=O)C1=NC(=CC(=C1)C(=O)NCCN(C)C)C(=O)NCCCN N2,N6-bis(3-aminopropyl)-N4-[2-(dimethylamino)ethyl]pyridine-2,4,6-tricarboxamide